C(#N)[C@@]1([C@H](O)[C@H](O)[C@@](COP(=O)(O)O)(O1)CF)N1C(=O)NC(=O)C=C1 1'-C-Cyano-4'-C-(fluoromethyl)-5'-uridylic acid